(N-butyl)benzenesulfonamide C(CCC)NS(=O)(=O)C1=CC=CC=C1